4-(1-(5-(5-amino-1,3,4-oxadiazol-2-yl)-4-cyclobutyl-2-ethylbenzoyl)piperidin-4-yl)benzonitrile NC1=NN=C(O1)C=1C(=CC(=C(C(=O)N2CCC(CC2)C2=CC=C(C#N)C=C2)C1)CC)C1CCC1